(1S,4R)-bicyclo[2.2.1]Hept-2-ene-2-carboxylic acid butyl ester C(CCC)OC(=O)C=1[C@H]2CC[C@@H](C1)C2